FC1=C(C=C(C=C1)C(=C)C)[N+](=O)[O-] 1-fluoro-4-isopropenyl-2-nitro-benzene